CC1=NN(C(=C1CCC=O)C)C=1C=CC=2N(N1)C(=NN2)C 3-(3,5-dimethyl-1-(3-methyl-[1,2,4]triazolo[4,3-b]pyridazin-6-yl)-1H-pyrazol-4-yl)propan-1-one